N,N',N''-Tris-(dimethylaminopropyl)-hexahydrotriazin CN(C)CCCN1N(N(CCC1)CCCN(C)C)CCCN(C)C